N1=CC=CC=2CN(CCC12)C1=C(C(=C(N=N1)C(=O)NCC=1C=NC=CC1)C)C 6-(7,8-dihydro-5H-1,6-naphthyridin-6-yl)-4,5-dimethyl-N-(3-pyridylmethyl)pyridazine-3-carboxamide